O=CCCCC(=O)O (e)-5-oxopentanoic acid